C(N)(OC1CC(CC(C1)C(N)(N)N)CCCCCC1CC(CC(C1)C(N)(N)N)OC(N)=O)=O (pentane-1,5-diylbis(5-(triaminomethyl) cyclohexane-3,1-diyl)) dicarbamate